4-(3-methoxy-3-oxopropanoylamino)-1,3-dimethyl-1H-pyrazole-5-carboxylic acid ethyl ester C(C)OC(=O)C1=C(C(=NN1C)C)NC(CC(=O)OC)=O